ClC1=C(C=C(C=C1)F)[C@@H]([C@@H](C)C=1N(C(C(=C(N1)C(=O)NC=1C=NOC1)O)=O)C)C=1C(=NN(C1)C)C#N 2-((1S,2R)-1-(2-chloro-5-fluorophenyl)-1-(3-cyano-1-methyl-1H-pyrazol-4-yl)propan-2-yl)-5-hydroxy-N-(isoxazol-4-yl)-1-methyl-6-oxo-1,6-dihydropyrimidine-4-carboxamide